Cl.C1(CC1)CC1NCCC2=CC=C(C=C12)NC=1C=NN(C1)C (cyclopropylmethyl)-N-(1-methyl-1H-pyrazol-4-yl)-1,2,3,4-tetrahydroisoquinolin-7-amine hydrochloride